rac-5-(piperidin-1-ylmethyl)-3-(3-(tetrahydro-2H-pyran-4-yl)pyrrolidin-3-yl)-5,6-dihydro-1,4,2-dioxazine N1(CCCCC1)CC1OC(=NOC1)C1(CNCC1)C1CCOCC1